C(C1=CC=CC=C1)C1C2CC2C(N1C(=O)[O-])C 2-benzyl-4-methyl-3-azabicyclo[3.1.0]hexane-3-carboxylate